Cl.C1=C(C=CC2=CC=CC=C12)CN 1-(2-naphthyl)methylamine hydrochloride